tetramethylenedimelamine N1=C(NCCCCNC2=NC(=NC(=N2)N)N)N=C(N)N=C1N